2-bromo-5-(trifluoromethyl)terephthalic acid BrC1=C(C(=O)O)C=C(C(=C1)C(=O)O)C(F)(F)F